CC1=C(C(=CC=C1)I)C 2,3-dimethyliodobenzene